6-Amino-3-((1R,2R)-4'-chloro-2-propyl-1',2'-dihydrospiro[cyclopropane-1,3'-pyrrolo[2,3-b]pyridin]-5'-yl)-2-fluoro-N,N-dimethylbenzamide NC1=CC=C(C(=C1C(=O)N(C)C)F)C=1C(=C2C(=NC1)NC[C@]21[C@@H](C1)CCC)Cl